2-amino-3-fluoro-5-(5-fluorobenzoselenazol-2-yl)benzonitrile NC1=C(C#N)C=C(C=C1F)C=1[Se]C2=C(N1)C=C(C=C2)F